1-{2-fluoro-5-[methyl(oxan-4-yl)amino]-3-(trifluoromethyl)phenyl}-3-{[1-(propan-2-yl)-1H-pyrazol-4-yl]methyl}-1,3-dihydro-2H-imidazol-2-one FC1=C(C=C(C=C1C(F)(F)F)N(C1CCOCC1)C)N1C(N(C=C1)CC=1C=NN(C1)C(C)C)=O